FC1=C(C=CC(=C1)C(F)(F)F)C1(CC1)C(=O)NC=1C=CC(=C(C(=O)O)C1)C=1SC(=CC1)C(F)(F)F 5-[({1-[2-Fluoro-4-(trifluoromethyl)phenyl]cyclopropyl}carbonyl)amino]-2-[5-(trifluoromethyl)-2-thienyl]benzoic acid